(1-{2-[3-(benzyloxy)propoxy]ethyl}-4-methyl-1H-benzotriazol-5-yl)-3-{3-[(1S)-1-hydroxyethyl]-4-methylphenyl}propanoic acid ethyl ester C(C)OC(C(CC1=CC(=C(C=C1)C)[C@H](C)O)C1=C(C2=C(N(N=N2)CCOCCCOCC2=CC=CC=C2)C=C1)C)=O